C1(=CC=CC=C1)C=1C(=NNC1)CC phenyl-ethyl-pyrazole